(R)-4'-(4-aminopiperidine-1-yl)-N-((6-chloro-1H-indole-2-yl)(5-fluoro-2-hydroxyphenyl)methyl)-5-methyl-[1,1'-biphenyl]-3-carboxamide NC1CCN(CC1)C1=CC=C(C=C1)C1=CC(=CC(=C1)C)C(=O)N[C@H](C1=C(C=CC(=C1)F)O)C=1NC2=CC(=CC=C2C1)Cl